N-(3,3-difluoropiperidin-4-yl)-7-fluoro-2-methyl-5-((2-(trifluoromethyl)pyridin-3-yl)methoxy)-benzofuran-3-carboxamide FC1(CNCCC1NC(=O)C1=C(OC2=C1C=C(C=C2F)OCC=2C(=NC=CC2)C(F)(F)F)C)F